(Z)-N-[3-[[tert-butyl(dimethyl)silyl]oxymethyl]phenyl]-2-cyano-3-hydroxy-3-(5-methylisoxazol-4-yl)prop-2-enamide [Si](C)(C)(C(C)(C)C)OCC=1C=C(C=CC1)NC(\C(=C(\C=1C=NOC1C)/O)\C#N)=O